tert-butyl 3-(2-fluoro-4-methoxypyridin-3-yl)azetidine-1-carboxylate FC1=NC=CC(=C1C1CN(C1)C(=O)OC(C)(C)C)OC